C1CC12NCCN(C2)C2=CC=C1N=CC(=NC1=C2)C=2C=NN(C2)[C@@H]2C[C@H](C2)CCCNC=2C=C1C(N(C(C1=CC2)=O)C2C(NC(CC2)=O)=O)=O 5-((3-(trans-3-(4-(7-(4,7-diazaspiro[2.5]octan-7-yl)quinoxalin-2-yl)-1H-pyrazol-1-yl)cyclobutyl)propyl)amino)-2-(2,6-dioxopiperidin-3-yl)isoindoline-1,3-dione